tri(3,3,4-trimethyl-2-pentyl)citrate CC(C(C)C(C(C(C(=O)[O-])(C(C)C(C(C)C)(C)C)C(C)C(C(C)C)(C)C)(O)C(=O)[O-])C(=O)[O-])(C(C)C)C